C(#N)C1=C(C=C(C=C1)C(F)(F)F)NC(=O)[C@H]1[C@H]2C[C@@H]([C@@H]([C@@H]1C=1C(=NN(C1)C)C(F)(F)F)O2)O (1R,2R,3S,4R,5S)-N-(2-cyano-5-(trifluoromethyl)phenyl)-5-hydroxy-3-(1-methyl-3-(trifluoromethyl)-1H-pyrazol-4-yl)-7-oxabicyclo[2.2.1]heptane-2-carboxamide